sodium dodecyl sulfate-iron salt [Fe+2].S(=O)(=O)(OCCCCCCCCCCCC)[O-].[Na+].C(CCCCCCCCCCC)OS(=O)(=O)[O-].C(CCCCCCCCCCC)OS(=O)(=O)[O-]